N[C@@H]([C@@H](C(=O)N1[C@@H](C[C@@H](C1)O)C(=O)OC)O)CC(C)C Methyl (2S,4S)-1-((2S,3R)-3-amino-2-hydroxy-5-methylhexanoyl)-4-hydroxypyrrolidine-2-carboxylate